4'-fluoro-2'-(4-methyl-1,2,4-triazol-3-yl)-[1,1'-biphenyl] FC1=CC(=C(C=C1)C1=CC=CC=C1)C1=NN=CN1C